NN1CC2CCC(C1)N2C(=O)NCC(F)(F)F 3-amino-N-(2,2,2-trifluoroethyl)-3,8-diazabicyclo[3.2.1]octane-8-carboxamide